C[C@H]1OCC[C@H](C1)C1(C(C=NC2=CC=C(C=C12)C(F)(F)F)N)N 4-[(2R,4R)-2-methyltetrahydro-2H-pyran-4-yl]-6-(trifluoromethyl)quinoline-3,4-diamine